3-(2-Methyl-3-phenylanilino)benzisothiazole CC1=C(NC2=NSC3=C2C=CC=C3)C=CC=C1C1=CC=CC=C1